N-[5-[1-(2,2-Difluorocyclopropyl)pyrazol-4-yl]-4-fluoro-2-methylphenyl]-6-fluoropyrazolo[1,5-a]pyridine-3-carboxamide FC1(C(C1)N1N=CC(=C1)C=1C(=CC(=C(C1)NC(=O)C=1C=NN2C1C=CC(=C2)F)C)F)F